isopropyl cis-3-((ethylsulfonyl)amino)-2-((6-phenylpyridin-2-yl)methyl)piperidine-1-carboxylate C(C)S(=O)(=O)N[C@@H]1[C@@H](N(CCC1)C(=O)OC(C)C)CC1=NC(=CC=C1)C1=CC=CC=C1